octan-tetracarboxylic acid C(C(CCCCCC)C(=O)O)(C(=O)O)(C(=O)O)C(=O)O